[C@H]12COC[C@@H]2C1NC(OCC1=CC=CC=C1)=O Benzyl (1R,5S,6r)-3-oxabicyclo[3.1.0]hexan-6-ylcarbamate